2-(3,5-dichloro-4-((1-oxo-2-(thiazol-2-yl)-1,2,3,4-tetrahydroisoquinoline-6-Yl)oxy)phenyl)-1,2,4-triazine-3,5(2H,4H)-dione ClC=1C=C(C=C(C1OC=1C=C2CCN(C(C2=CC1)=O)C=1SC=CN1)Cl)N1N=CC(NC1=O)=O